3-((6-(bromomethyl)-5-fluoropyridin-3-yl)amino)piperidine-2,6-dione BrCC1=C(C=C(C=N1)NC1C(NC(CC1)=O)=O)F